C(OC1=CC=C(C=C1)Cl)(=O)Cl (4-chlorophenyl) carbonochloridate